benzyl ((1S,2S)-2-(hydroxymethyl)cycloheptyl)carbamate OC[C@@H]1[C@H](CCCCC1)NC(OCC1=CC=CC=C1)=O